C(N)(OC(C1=CC=CC=C1)(C)CC1(CCC(CC1)C1N=C2C=C(C(=CC2=C1)[N+](=O)[O-])OC)O)=O (((1S,4S)-1-hydroxy-4-(6-methoxy-5-nitro-2H-indol-2-yl)cyclohexyl)methyl)(methyl)benzyl carbamate